(3S,5S)-3-[(8-carbamoyl-6-{3,5-difluoro-4-[(1-hydroxycyclobutyl)methoxy]phenyl}pyrido[3,2-d]pyrimidin-4-yl)amino]-5-fluoropiperidine-1-carboxylic acid tert-butyl ester C(C)(C)(C)OC(=O)N1C[C@H](C[C@@H](C1)F)NC=1C2=C(N=CN1)C(=CC(=N2)C2=CC(=C(C(=C2)F)OCC2(CCC2)O)F)C(N)=O